CC[C@H](C)[C@@H](C(=O)[O-])[NH3+] The molecule is an L-alpha-amino acid zwitterion obtained by transfer of a proton from the carboxy to the amino group of L-isoleucine; major species at pH 7.3. It is a tautomer of a L-isoleucine.